ClCCCCC(=O)NC1=CC=C(C=C1)N1C(C2=C(CC1)C(=NN2C2=CC=C(C=C2)OC)C(=O)OCC)=O ethyl 6-(4-(5-chloropentanamido)phenyl)-1-(4-methoxyphenyl)-7-oxo-4,5,6,7-tetrahydro-1H-pyrazolo[3,4-c]pyridine-3-carboxylate